C(C)(C)OC1=NC(=CC(=N1)C(=O)O)NC1CC2(CN(C2)C(=O)OC(C)C)C1 2-isopropoxy-6-((2-(isopropoxycarbonyl)-2-azaspiro[3.3]hept-6-yl)amino)pyrimidine-4-carboxylic acid